C(C)(C)(C)C1=CC(=NO1)NC(NC=1SC(=CN1)CCC1=CC(=NC=C1)NC(=O)C1CC1)=O Cyclopropanecarboxylic acid [4-(2-{2-[3-(5-tert-butyl-isoxazol-3-yl)-ureido]-thiazol-5-yl}-ethyl)-pyridin-2-yl]-amide